CC(C(C)C)S.[Li] lithium 1,2-dimethylpropanethiol